CN1CC(C1)C(=O)O methyl-azetidine-3-carboxylic acid